C(=O)(O)C1=C(C=C(C=C1)N1CCC(CC1)(C)C)NC(=O)C1=C(C=C(C(=C1)C(=O)O)O)C(=O)O 2-{[2-carboxy-5-(4,4-dimethylpiperidin-1-yl)phenyl]carbamoyl}-5-hydroxybenzene-1,4-dicarboxylic acid